COC=1C=C2C(=NC(=NC2=CC1OCCCCCCC=O)C)N[C@H](C)C1=CC(=CS1)C1=C(CN(C(OC(C)(C)C)=O)C)C=CC=C1 Tert-butyl (R)-2-(5-(1-((6-methoxy-2-methyl-7-((7-oxoheptyl)oxy)quinazolin-4-yl)-amino)ethyl)thiophen-3-yl)benzyl(methyl)carbamate